C(OC(C)C)(=O)OOC(C)(C)C isopropyl tertiary butyl peroxycarbonate